Cl.FC1(CCN(CC1)CC1CNCC1)F 4,4-difluoro-1-(pyrrolidin-3-ylmethyl)piperidine hydrochloride